C(C)(C)(C)OC(=O)N1CCN(CC1)C1=NC(=NC2=C(C(=C(C=C12)Cl)Br)OC1CC1)OC1CCN(CC1)C 4-(7-bromo-6-chloro-8-cyclopropoxy-2-((1-methylpiperidin-4-yl)oxy)quinazolin-4-yl)piperazine-1-carboxylic acid tert-butyl ester